FC1=C(C=CC(=C1)I)NC1=CC(N(C=C1C(=O)N1CC(C1)([C@H]1NCCCC1)O)C)=O 4-[(2-fluoro-4-iodophenyl)amino]-5-({3-hydroxy-3-[(2S)-piperidin-2-yl]azetidin-1-yl}carbonyl)-1-methylpyridin-2(1H)-one